FC1(CCC(CC1)N1C(C(=CC=C1)NC(C1=C(C=C(C=C1)NS(=O)(=O)CCO)N1CC2CC2(CC1)C)=O)=O)F N-(1-(4,4-difluorocyclohexyl)-2-oxo-1,2-dihydropyridin-3-yl)-4-((2-hydroxyethyl)sulfonamido)-2-(6-methyl-3-azabicyclo[4.1.0]heptan-3-yl)benzamide